(3-cyano-5-methoxy-6-oxo-4-(trifluoromethyl)-1,6-dihydropyridin-2-ylthio)acetic acid C(#N)C1=C(NC(C(=C1C(F)(F)F)OC)=O)SCC(=O)O